(1R,3S)-3-(3-{[(5-meth-oxypyrazin-2-yl)acetyl]-amino}-1H-pyrazol-5-yl)-cyclopentyl [(3ξ)-3-meth-yltetrahydrofuran-3-yl]-carbamate CC1(COCC1)NC(O[C@H]1C[C@H](CC1)C1=CC(=NN1)NC(CC1=NC=C(N=C1)OC)=O)=O